BrC=1C=NC(=NC1)N[C@H]1CN(CC1)C1=NN=CC2=CC(=CC=C12)[N+](=O)[O-] (R)-5-bromo-N-(1-(6-nitrophthalazin-1-yl)pyrrolidin-3-yl)pyrimidin-2-amine